NC=1SC=C(N1)C1=CC=C2CCN(C(C2=C1)=O)C 7-(2-aminothiazol-4-yl)-2-methyl-3,4-dihydroisoquinolin-1(2H)-one